methyl 7-[[[(2RS)-2-[[2-(dimethylamino)-2-oxo-ethyl]-(2,2-diphenylethyl)carbamoyl]chroman-8-yl]amino]methyl]imidazo[1,5-a]pyridine-3-carboxylate CN(C(CN(C(=O)[C@@H]1OC2=C(C=CC=C2CC1)NCC1=CC=2N(C=C1)C(=NC2)C(=O)OC)CC(C2=CC=CC=C2)C2=CC=CC=C2)=O)C |r|